4-[5-methoxy-2-(1-methylpyrazol-4-yl)-4-nitrophenyl]morpholine COC=1C(=CC(=C(C1)N1CCOCC1)C=1C=NN(C1)C)[N+](=O)[O-]